COC(=O)C1N=C(SC1)C(C(C)OC1=CC=C(C=C1)SCCCCCC)O[Si](C)(C)C(C)(C)C 2-(1-((tert-butyldimethylsilyl)oxy)-2-(4-(hexylthio)phenoxy)propyl)-4,5-dihydrothiazole-4-carboxylic acid methyl ester